3-methyl-4-(1-methyl-4-piperidyl)aniline CC=1C=C(N)C=CC1C1CCN(CC1)C